6-(1,3-benzoxazol-2-yl)-2-(diethoxymethyl)-5-ethoxy-3-methyl-3,4-dihydropyrimidin-4-one O1C(=NC2=C1C=CC=C2)C2=C(C(N(C(=N2)C(OCC)OCC)C)=O)OCC